1-(3-fluoro-4-methylbenzyl)-2-oxo-N-(2-oxopropyl)-2,3-dihydro-1H-benzo[b]azepine-4-carboxamide FC=1C=C(CN2C3=C(C=C(CC2=O)C(=O)NCC(C)=O)C=CC=C3)C=CC1C